C(C1=CC=CC=C1)C(C(=O)N(C)C1=CC=C(C=C1)Cl)=C 2-benzyl-N-(4-chlorophenyl)-N-methylacrylamide